[B].[Na] sodium boron salt